N-(2-fluorophenyl)-6-(1H-indazol-7-yl)-9,10-dihydro-8H-pyrido[1,6-a:2,3-d']dipyrimidin-2-amine FC1=C(C=CC=C1)NC=1N=CC2=C(N1)N1C(=NCCC1)C(=C2)C=2C=CC=C1C=NNC21